C(C(C)C)N(\N=C\C1=CC(=C(C=C1)B(O)O)OC)C1=NS(C2=C1C=C(C=C2)C)(=O)=O [4-[(E)-[isobutyl-(5-methyl-1,1-dioxo-1,2-benzothiazol-3-yl)hydrazono]-methyl]-2-methoxy-phenyl]boronic acid